COC=1C=C(C(=O)NC2CCN(CC2)C(CC)=O)C=CC1 3-methoxy-N-(1-propionylpiperidin-4-yl)benzamide